CC1(OB(OC1(C)C)C1=CC=2N(C=C1)N=CC2)C 5-(4,4,5,5-Tetramethyl-1,3,2-dioxaborolan-2-yl)pyrazolo[1,5-a]pyridine